CNCOC(C1=CC=CC=C1)=O [(methylamino)methyl]benzoate